(2S,4R)-1-(((4-Bromobenzyl)oxy)carbonyl)-4-(trifluoromethoxy)pyrrolidine-2-carboxylic acid BrC1=CC=C(COC(=O)N2[C@@H](C[C@H](C2)OC(F)(F)F)C(=O)O)C=C1